tert-butyl 4-((7-chloro-8-cyclobutoxy-[1,2,4]triazolo[1,5-c]pyrimidin-2-yl) amino)-3-methylpiperidine-1-carboxylate ClC1=C(C=2N(C=N1)N=C(N2)NC2C(CN(CC2)C(=O)OC(C)(C)C)C)OC2CCC2